rel-(2R,3S,4S,5R)-3-(3,4-difluoro-2-methoxyphenyl)-N-(5-fluoro-2-((methylamino)methyl)pyridin-4-yl)-4,5-dimethyl-5-(trifluoromethyl)tetrahydrofuran-2-carboxamide FC=1C(=C(C=CC1F)[C@H]1[C@@H](O[C@]([C@H]1C)(C(F)(F)F)C)C(=O)NC1=CC(=NC=C1F)CNC)OC |o1:8,9,11,12|